[Si].[O].[C].[N] Nitrogen carbon oxygen Silicon